OCCS(=O)(=O)NC1=CC(=C2C(=NC=NC2=C1)NC1=CC(=CC=C1)OCC(C)(C)O)N1CCC2(CC2)CC1 2-Hydroxy-N-(4-((3-(2-hydroxy-2-methylpropoxy)phenyl)amino)-5-(6-azaspiro[2.5]octan-6-yl)quinazolin-7-yl)ethane-1-sulfonamide